N-(4-Fluorophenyl)-N'-[5-[[7-methoxy-6-(methylcarbamoyl)-quinolin-4-yl]oxy]pyrazin-2-yl]cyclopropane-1,1-dicarboxamide FC1=CC=C(C=C1)NC(=O)C1(CC1)C(=O)NC1=NC=C(N=C1)OC1=CC=NC2=CC(=C(C=C12)C(NC)=O)OC